C(C)(=O)OC1CC2CCC1(C2(C)C)C (1,7,7-trimethyl-6-bicyclo[2.2.1]heptanyl) acetate